(2E)-4-chloro-N-{4-[8-(4-chloro-2-methyl-2H-indazol-5-yl)indolizin-3-carbonyl]-2-cyanophenyl}but-2-enamide ClC/C=C/C(=O)NC1=C(C=C(C=C1)C(=O)C1=CC=C2C(=CC=CN12)C1=C(C2=CN(N=C2C=C1)C)Cl)C#N